2-[4-(5-[(5-chlorothiophen-2-yl)methyl]amino-1H-pyrazol-3-yl)piperidin-1-yl]acetic acid ClC1=CC=C(S1)CNC1=CC(=NN1)C1CCN(CC1)CC(=O)O